5-(1-(tert-Butoxycarbonyl)piperidin-4-yl)-2-(3-(4-methoxybenzyl)-2-methyl-3H-imidazo[4,5-b]pyridin-7-yl)-3-methyl-1H-indole-1-carboxylic acid tert-butyl ester C(C)(C)(C)OC(=O)N1C(=C(C2=CC(=CC=C12)C1CCN(CC1)C(=O)OC(C)(C)C)C)C1=C2C(=NC=C1)N(C(=N2)C)CC2=CC=C(C=C2)OC